2-(4-fluoro-2,6-dimethylphenyl)-4,4,5,5-tetramethyl-1,3,2-dioxaborolane FC1=CC(=C(C(=C1)C)B1OC(C(O1)(C)C)(C)C)C